methoxylpropanol acetate C(C)(=O)OC(CC)OC